1-methyl-1-(4-pyridyl)ethyl carbamate C(N)(OC(C)(C1=CC=NC=C1)C)=O